dimethylsilyl-bis(diethylcyclopentadienyl)zirconium difluoride [F-].[F-].C[SiH](C)[Zr+2](C1(C(=CC=C1)CC)CC)C1(C(=CC=C1)CC)CC